2-[6-[4-(2,7-Diazaspiro[3.4]oct-2-yl)phenyl]-4-fluoro-1-oxo-isoindolin-2-yl]-2-(6,7-dihydro-5H-pyrrolo[1,2-c]imidazol-1-yl)-N-thiazol-2-yl-acetamide C1N(CC12CCNC2)C2=CC=C(C=C2)C2=CC(=C1CN(C(C1=C2)=O)C(C(=O)NC=2SC=CN2)C2=C1N(C=N2)CCC1)F